CC=1C(=C(C(=O)[O-])C=CC1)[N+](=O)[O-] 3-Methyl-2-nitrobenzoate